NC1=CC=C(C=CC2=CC(CC(C2)(C)C)C(C#N)C#N)C=C1 2-(3-(4-aminostyryl)-5,5-dimethylcyclohex-2-enyl)-malononitrile